CC1=C(C(=CC=C1)C1=NC2=C(N1C)C=CC=C2)C=2C(=CC(=CC2)C(N[C@H](CCC)C2=CC=CC=C2)=O)C(=O)O 2'-methyl-6'-(1-methyl-1H-1,3-benzodiazol-2-yl)-4-{[(1R)-1-phenylbutyl]carbamoyl}-[1,1'-biphenyl]-2-carboxylic acid